2,3,4,5,6-pentachlorobiphenyl ClC1=C(C(=C(C(=C1Cl)Cl)Cl)Cl)C1=CC=CC=C1